tert-Butyl (R)-4-(6-(3-methylmorpholino)-2-(1H-pyrrolo[2,3-b]pyridin-4-yl)pyrimidin-4-yl)piperidine-1-carboxylate C[C@@H]1COCCN1C1=CC(=NC(=N1)C1=C2C(=NC=C1)NC=C2)C2CCN(CC2)C(=O)OC(C)(C)C